4-cyano-3-fluorobenzeneboronic acid pinacol ester C(#N)C1=C(C=C(C=C1)B1OC(C)(C)C(C)(C)O1)F